CC(C)N1N=CC(=C1C(F)(F)F)C(=O)O 1-(propan-2-yl)-5-(trifluoromethyl)-1H-pyrazole-4-carboxylic acid